1-(3,5-dichlorophenyl)-3-(3,5-dichloro-2-hydroxymethylphenyl)urea ClC=1C=C(C=C(C1)Cl)NC(=O)NC1=C(C(=CC(=C1)Cl)Cl)CO